2,3-difluoro-4-((4-(1-(2-hydroxy-2-methylpropyl)-1H-pyrazol-4-yl)-5-(trifluoromethyl)pyrimidin-2-yl)amino)benzenesulfonamide FC1=C(C=CC(=C1F)NC1=NC=C(C(=N1)C=1C=NN(C1)CC(C)(C)O)C(F)(F)F)S(=O)(=O)N